(4-(3-methoxyoxetan-3-yl)phenyl)(3-(4-(trifluoromethyl)phenoxy)pyrrolidin-1-yl)methanone COC1(COC1)C1=CC=C(C=C1)C(=O)N1CC(CC1)OC1=CC=C(C=C1)C(F)(F)F